O1CCOC12CCC(CC2)N2N=C(C(=C2)C(=O)O)OCC2=NC=CC=C2 1-{1,4-dioxaspiro[4.5]dec-8-yl}-3-[(pyridin-2-yl)methoxy]-1H-pyrazole-4-carboxylic acid